C[Si]1(C[C@H](CC1)NC(=O)C1=CC=2C(=NC(=C(C2F)F)C)N1)C N-[(3S)-1,1-dimethylsilolan-3-yl]-4,5-difluoro-6-methyl-1H-pyrrolo[2,3-b]pyridine-2-carboxamide